OCC[C@H](CSC1=CC=CC=C1)NC(OC(C)(C)C)=O tert-butyl (R)-(4-hydroxy-1-(phenylthio)butan-2-yl)carbamate